5-bromo-2-chloro-N-cyclopropyl-N-(2-methoxyethyl)nicotinamide BrC=1C=NC(=C(C(=O)N(CCOC)C2CC2)C1)Cl